3-(5-(((1R,2S)-rel-2-(((R)-3,3-difluorocyclopentyl)amino)cyclohexyl)methyl)-1-oxoisoindolin-2-yl)piperidine-2,6-dione FC1(C[C@@H](CC1)N[C@@H]1[C@H](CCCC1)CC=1C=C2CN(C(C2=CC1)=O)C1C(NC(CC1)=O)=O)F |o1:3,7,8|